methyl 2-[(diphenylmethylidene) amino]acetate C1(=CC=CC=C1)C(C1=CC=CC=C1)=NCC(=O)OC